6-CHLOROPYRAZINE-2-BORONIC ACID ClC1=CN=CC(=N1)B(O)O